2,4-difluorophenyl-vanadium trichloride [Cl-].[Cl-].[Cl-].FC1=C(C=CC(=C1)F)[V+3]